N-(4-(2-((tert-butyldimethylsilyl)oxy)ethyl)-5-(2-ethoxyvinyl)pyridin-2-yl)pivalamide [Si](C)(C)(C(C)(C)C)OCCC1=CC(=NC=C1C=COCC)NC(C(C)(C)C)=O